3-carbonyl-3-(benzothiophen-2-yl)propanamide C(=O)=C(CC(=O)N)C=1SC2=C(C1)C=CC=C2